1-(6Z,9Z,12Z-octadecatrienoyl)-2-eicosanoyl-glycero-3-phosphoserine CCCCCCCCCCCCCCCCCCCC(=O)O[C@H](COC(=O)CCCC/C=C\C/C=C\C/C=C\CCCCC)COP(=O)(O)OC[C@@H](C(=O)O)N